tert-Butyl 5-(2-(4-(methylamino)phenyl)benzo[d]thiazol-6-yloxy)pentylcarbamate CNC1=CC=C(C=C1)C=1SC2=C(N1)C=CC(=C2)OCCCCCNC(OC(C)(C)C)=O